C(C1=CC=CC=C1)OCCC1CC=2C(=C3COC(C3=CC2)=O)OCC1 4-(2-(benzyloxy)ethyl)-2,3,4,5-tetrahydrooxepino[2,3-e]isobenzofuran-8(10H)-one